CC1=CC=CC(=N1)C1=NC=CC(=N1)NC1=NC(=NC=C1)NC=1C=C(C=NC1)C(=O)OCC1CCNCC1 4-piperidylmethyl 5-[[4-[[2-(6-methyl-2-pyridyl)pyrimidin-4-yl]amino]pyrimidin-2-yl]amino]pyridine-3-carboxylate